C(C)(C)(C)N1N=C(C(=C1C)O)C1=C(C=CC=C1)Br 1-(tert-Butyl)-3-(2-Bromophenyl)-5-methyl-pyrazol-4-ol